[Na].O=C1C=C(OC2=C1C=CC=1NC(=NC12)C(F)(F)F)C1=CC=C(C#N)C=C1 4-(6-oxo-2-(trifluoromethyl)-3,6-dihydrochromeno[7,8-d]imidazol-8-yl)benzonitrile sodium salt